C1(CCC1)OC1=CC=C(CNC(N(CCC2N(CCC2)C)CC2=CC=C(C=C2)F)=O)C=C1 3-(4-Cyclobutoxybenzyl)-1-(4-fluorophenylmethyl)-1-(2-(1-methylpyrrolidin-2-yl)ethyl)urea